N1C(=CC=2C=NC=CC21)CNC([C@H](C)NC(=O)[C@@H]2N(CC[C@@H](C2)C2=CC=CC=C2)CC(=O)O)=O 2-((2R,4S)-2-(((S)-1-(((1H-pyrrolo[3,2-c]pyridin-2-yl)methyl)amino)-1-oxopropan-2-yl)carbamoyl)-4-phenylpiperidin-1-yl)acetic acid